C12CC(CC2O1)CO (6-oxabicyclo[3.1.0]hexane-3-yl)methanol